2-methyl-2H-indazole-5-carboxylic acid CN1N=C2C=CC(=CC2=C1)C(=O)O